FC1=C(C=CC=C1)N1N=C(C=C1C1=CC(=CC=C1)OCC(C)C)COC(C(=O)OC)(C)C Methyl 2-([1-(2-fluorophenyl)-5-[3-(2-methyl-propoxy)phenyl]-1H-pyrazol-3-yl]methoxy)-2-methylpropanoate